N=1C=CN2C1C=CC(=C2)C(=O)O.ClCC(=O)N2C1=C(NC(C3=C2C=CC(=C3)F)=O)C=CC=C1 5-(2-chloroacetyl)-2-fluoro-5,10-dihydro-11H-dibenzo[b,e][1,4]diazepin-11-one imidazo[1,2-a]pyridine-6-carboxylate